N=1C=CN2C1C=NC(=C2)C#N imidazo[1,2-a]Pyrazine-6-carbonitrile